N-[(3-amino-4,5-dichloro-2-thienyl)carbonyl]-2-methylalanine ethyl ester C(C)OC(C(NC(=O)C=1SC(=C(C1N)Cl)Cl)(C)C)=O